(1-(1H-pyrazol-3-yl)cyclopentyl)carbamic acid tert-butyl ester C(C)(C)(C)OC(NC1(CCCC1)C1=NNC=C1)=O